(1-(3,4-dimethoxybenzyl)-1H-pyrrol-2-yl)-2-(methylthio)-6-(trifluoromethyl)pyrimidine COC=1C=C(CN2C(=CC=C2)C2=NC(=NC(=C2)C(F)(F)F)SC)C=CC1OC